C1(CC1)N1N=C(C2=C(C1=O)C(=C(C(N2C)=O)F)NC2=C(C=C(C=C2)I)F)C2=CC(=CC=C2)NS(NC)(=O)=O 6-cyclopropyl-3-fluoro-4-[(2-fluoro-4-iodophenyl)amino]-1-methyl-8-{3-[(methylsulfamoyl)amino]phenyl}pyrido[2,3-d]pyridazine-2,5-dione